C(CCC)N(CCC[Si](OC)(OC)OC)CCCC γ-dibutylaminopropyltrimethoxysilane